2-(4-Bromothiophen-2-yl)-2-phenyloxirane BrC=1C=C(SC1)C1(OC1)C1=CC=CC=C1